9-methyl-1-decanol CC(CCCCCCCCO)C